NC1=C(C(=CC=C1)Cl)CC(=O)[O-].[Na+] sodium 2-(2-amino-6-chlorophenyl)-acetate